tert-butyl (endo)-5-((3-amino-7-chloro-8-fluoro-2-(methylthio)-1,6-naphthyridin-4-yl)(tert-butoxycarbonyl)amino)-2-azabicyclo[2.1.1]hexane-2-carboxylate NC=1C(=NC2=C(C(=NC=C2C1N(C1C2CN(C1C2)C(=O)OC(C)(C)C)C(=O)OC(C)(C)C)Cl)F)SC